CC1(OB(OC1(C)C)[C@H]1[C@@H](C1)C#N)C (+)-trans-2-(4,4,5,5-tetramethyl-1,3,2-dioxaborolan-2-yl)cyclopropanecarbonitrile